Methyl (S)-3-(3,4-dichlorophenyl)-2-(2-(1-(3-(3-fluorophenyl)propanoyl)piperidin-4-yl)acetamido)propanoate ClC=1C=C(C=CC1Cl)C[C@@H](C(=O)OC)NC(CC1CCN(CC1)C(CCC1=CC(=CC=C1)F)=O)=O